1-[3-(diethyl-amino)propyl]biguanide C(C)N(CCCNC(=N)NC(=N)N)CC